FC(C)(F)C1=NC(=CC(=N1)N1CC2(C=3C=NC(=CC31)NC(C)=O)CC2)CO N-(1'-(2-(1,1-difluoroethyl)-6-(hydroxymethyl)pyrimidin-4-yl)-1',2'-dihydrospiro[cyclopropan-1,3'-pyrrolo[3,2-c]pyridin]-6'-yl)acetamide